NC1=C(C(=NC=N1)C=1C(=C(C=C(C1)F)NC(C1=C(C=C(C=C1)C1CC1)F)=O)C)OCCN(C(C=C)=O)C N-[3-[6-amino-5-[2-[methyl(prop-2-enoyl)amino]ethoxy]pyrimidin-4-yl]-5-fluoro-2-methylphenyl]-4-cyclopropyl-2-fluorobenzamide